hexafluorotitanium potassium [K].F[Ti](F)(F)(F)(F)F